N[C@H]1COCC[C@H]1NC(OCC1=CC=CC=C1)=O benzyl ((3R,4R)-3-aminotetrahydro-2H-pyran-4-yl)carbamate